ClC1=CC=C2C(=N1)C(CN2C2=NC(=NC=N2)NC2=C(C=C(C(=C2)[N+](=O)[O-])F)OC)(C)C 4-(5-chloro-3,3-dimethyl-2,3-dihydro-1H-pyrrolo[3,2-b]pyridin-1-yl)-N-(4-fluoro-2-methoxy-5-nitrophenyl)-1,3,5-triazin-2-amine